C(C1=CC=CC=C1)OC1=C(C(=C2C=CC(=CC2=C1)NC(CN1C[C@H](CCC1)C1=CC2=C(N(C(N2C)=O)C2C(NC(CC2)=O)=O)C=C1)=O)F)N1S(NC(C1)=O)(=O)=O N-[7-benzyloxy-5-fluoro-6-(1,1,4-trioxo-1,2,5-thiadiazolidin-2-yl)-2-naphthyl]-2-[(3R)-3-[1-(2,6-dioxo-3-piperidyl)-3-methyl-2-oxo-benzimidazol-5-yl]-1-piperidyl]acetamide